8-chloro-3-[rac-1,2-dideuterio-1-methyl-ethyl]-6-(trifluoromethyl)imidazo[1,2-a]pyridine ClC=1C=2N(C=C(C1)C(F)(F)F)C(=CN2)[C@@](C[2H])(C)[2H] |r|